C(C)(C)(C1=CC(=C(C(=C1)Br)O)Br)C1=CC(=C(C(=C1)Br)O)Br 4,4'-Isopropylidenbis(2,6-Dibromophenol)